FC(C[C@@H](O)C1=NN=CN1CC(F)(F)F)F (1R)-3,3-difluoro-1-[4-(2,2,2-trifluoroethyl)-1,2,4-triazol-3-yl]propan-1-ol